C[C@H]1NC(C2=C(C=3C=4C=CC(=NC4C=CC3S2)C2=C(C(=NC=C2)C=C)C)NC1)=O (R)-10-methyl-3-(3-methyl-2-vinylpyridin-4-yl)-9,10,11,12-tetrahydro-8H-[1,4]diazepino[5',6':4,5]thieno[3,2-f]quinolin-8-one